FC(O[C@@H]1C[C@H](N(C1)C(CNC(C1=CC=C(C=C1)OC1=CC=C(C=C1)C(F)(F)F)=O)=O)C(=O)O)F (2S,4R)-4-(difluoromethoxy)-1-((4-(4-(trifluoromethyl)phenoxy)benzoyl)glycyl)pyrrolidine-2-carboxylic acid